Dimethoxydibutoxysilane CO[Si](OCCCC)(OCCCC)OC